OOCC dioxabutane